C(C=C)(=O)N1C[C@@H](CC1)N1C=C(C2=C1N=CN=C2N)C(=O)NC=2OC1=C(N2)C=C(C=C1)Cl (R)-7-(1-acryloylpyrrolidin-3-yl)-4-amino-N-(5-chlorobenzo[d]oxazol-2-yl)-7H-pyrrolo[2,3-d]pyrimidine-5-carboxamide